1-trifluoroacetyl-4-(5-amino-6-methoxy-3-(1-methyl-1H-pyrazol-4-yl)pyridin-2-yl)piperidine FC(C(=O)N1CCC(CC1)C1=NC(=C(C=C1C=1C=NN(C1)C)N)OC)(F)F